C(=O)O.CN([C@@H]1[C@H](CC[C@@H](C1)C1=CC(=C(C=C1)C)C(F)(F)F)OC1=CC=C(C(=N1)C)S(=O)(=O)NC1=NC=NC=C1)C 6-(((1S,2S,4S)-2-(dimethyl-amino)-4-(4-methyl-3-(trifluoromethyl)phenyl)-cyclohexyl)oxy)-2-methyl-N-(pyrimidin-4-yl)pyridine-3-sulfonamide formate